O=C1C2=CC=CC=C2SC=2C=CC=CC12 9-Oxo-9H-thioxanthen